CC1=NC=C(C=C1)O[C@@H]1CC[C@H](CC1)C1=NN=C(N1C1=CC=C(C=C1)C)C trans-2-Methyl-5-[4-[5-methyl-4-(4-methylphenyl)-1,2,4-triazol-3-yl]cyclohexyl]oxypyridin